FC1=CC=C2C=C(C(=NC2=C1F)C)OC1=C(C(=CC=C1)F)C(C)(C)O 2-{2-[(7,8-difluoro-2-methylquinoline-3-yl)oxy]-6-fluorophenyl}propan-2-ol